ClC=1C=CC(=NC1)C(C)N1C=NC(=C1)C1=NC(=CN=C1)N1CCCC1 2-(1-(1-(5-chloropyridin-2-yl)ethyl)-1H-imidazol-4-yl)-6-(pyrrolidin-1-yl)pyrazine